1,3,5-tris(oxetan-2-yl)-1,3,5-triazinan-2,4,6-trione O1C(CC1)N1C(N(C(N(C1=O)C1OCC1)=O)C1OCC1)=O